ClC1=C(C=C(C=C1N1[C@H](CNCC1)C)C#N)NC1=NC=2N(C(=N1)NCC)N=CC2C#N 2-({2-chloro-5-cyano-3-[(2S)-2-methylpiperazin-1-yl]phenyl}amino)-4-(ethylamino)pyrazolo[1,5-a][1,3,5]triazine-8-carbonitrile